[SiH]1=CC(O)=C2C=3[C@@]45[C@@H](O2)[C@@H](O)C=C[C@H]4[C@@H](CC13)N(C)CC5 silamorphine